COC=1C=C(C=CC1OC)C=1SC=C(N1)C=1C(OC2=CC=CC=C2C1)=O 3-[2-(3,4-Dimethoxy-phenyl)-thiazol-4-yl]-chromen-2-one